N-(5-((2-(2-azabicyclo[2.2.2]octan-2-yl)ethyl)carbamoyl)-2-methylpyridin-3-yl)-2-(1-methyl-1H-pyrazol-4-yl)-1H-pyrrolo[2,3-b]pyridine-5-carboxamide C12N(CC(CC1)CC2)CCNC(=O)C=2C=C(C(=NC2)C)NC(=O)C=2C=C1C(=NC2)NC(=C1)C=1C=NN(C1)C